C(=C)OCC(CO)OC=C 1,2-divinyloxy-3-propanol